C(CCCCCCCCCCCCCCC)(=O)N[C@@H](CCSC)C(=O)O N-hexadecanoylmethionine